3,5-dimethyl-2-[7-[[rel-(3R)-morpholin-3-yl]methyl]-1,8-naphthyridin-2-yl]phenol CC=1C(=C(C=C(C1)C)O)C1=NC2=NC(=CC=C2C=C1)C[C@H]1NCCOC1 |o1:20|